5-((2-(4-(((4-Chloro-3-phenyl-1H-pyrazol-5-yl)methyl)amino)butoxy)ethyl)amino)benzo[c][2,6]naphthyridine-8-carboxamide ClC=1C(=NNC1CNCCCCOCCNC1=NC2=C(C3=CN=CC=C13)C=CC(=C2)C(=O)N)C2=CC=CC=C2